C(C=C)OC=1C=C(C=CC1OC)C1=NC=CC(=N1)N 2-(3-allyloxy-4-methoxyphenyl)-4-aminopyrimidine